FC1CC(N(C1)C(=O)OC(C)(C)C)COC1=CC(=C(C=C1)C)C(NC1(CC1)C1=CC=CC2=CC=CC=C12)=O tert-butyl 4-fluoro-2-((4-methyl-3-((1-(naphthalen-1-yl)cyclopropyl) carbamoyl)phenoxy)methyl)pyrrolidine-1-carboxylate